ClC1=CC=C(C=C1)[Si](OCC)(OCC)OCC (4-chlorophenyl)triethoxysilane